COCCNC1=NC=CC(=C1)C1=CNC2=NC=CC(=C21)OC2=CC=C1CCNCC1=C2 N-(2-methoxyethyl)-4-(4-((1,2,3,4-tetrahydroisoquinolin-7-yl)oxy)-1H-pyrrolo[2,3-b]pyridin-3-yl)pyridin-2-amine